[benzhydryl(methyl)amino] (2S)-2-[(3-hydroxy-4-methoxy-pyridine-2-carbonyl)amino]propanoate OC=1C(=NC=CC1OC)C(=O)N[C@H](C(=O)ON(C)C(C1=CC=CC=C1)C1=CC=CC=C1)C